dimethyl-acrylurea CN(C(NC(=O)C=C)=O)C